ClC1=CC(=C(C=C1)C1=NC(=NC2=C1N=C(N(C2=O)C)C)N2CC(OCC2)C=2N=NN(C2)C)F 8-(4-chloro-2-fluorophenyl)-2,3-dimethyl-6-(2-(1-methyl-1H-1,2,3-triazol-4-yl)morpholino)pyrimido[5,4-d]pyrimidin-4(3H)-one